5'-fluoro-[1,1'-biphenyl]-2-carboxylic acid methyl ester COC(=O)C=1C(=CC=CC1)C1=CC=CC(=C1)F